(S)-2-(cyanomethyl)-4-[8-methyl-7-(8-methyl-1-naphthyl)-2-[[(2S)-1-methylpyrrolidin-2-yl]methoxy]pyrido[4,3-d]pyrimidin-4-yl]piperazine-1-carboxylate C(#N)C[C@@H]1N(CCN(C1)C=1C2=C(N=C(N1)OC[C@H]1N(CCC1)C)C(=C(N=C2)C2=CC=CC1=CC=CC(=C21)C)C)C(=O)[O-]